N1(N=CC=C1)C1CCN(CC1)CC1OCCCN(C1)CC1=CC=CC=C1 2-{[4-(1H-pyrazol-1-yl)piperidin-1-yl]methyl}-4-benzyl-1,4-oxazepane